6-(2-chloro-3,5-dimethoxyphenyl)-2-((2-methyl-2-azaspiro[3.3]heptan-6-yl)amino)-8-(4-nitrophenylethyl)pyrido[2,3-d]pyrimidin-7(8H)-one ClC1=C(C=C(C=C1OC)OC)C1=CC2=C(N=C(N=C2)NC2CC3(CN(C3)C)C2)N(C1=O)CCC1=CC=C(C=C1)[N+](=O)[O-]